C(C)OC1=CC(=NC=C1F)[C@@H](C)CS(=O)(=O)[O-] (R)-1-(4-ethoxy-5-fluoropyridin-2-yl)ethylmethanesulfonate